methyl 4-(bromomethyl)-2'-(N-(4,5-dimethylisoxazol-3-yl)-N-(methoxymethyl)sulfamoyl)-[1,1'-biphenyl]-2-carboxylate BrCC=1C=C(C(=CC1)C1=C(C=CC=C1)S(N(COC)C1=NOC(=C1C)C)(=O)=O)C(=O)OC